C(O)C1=CC2=CC=C(C=C2C=C1)CO 2,6-dimethylolnaphthalene